N1(CCNCC1)C1CCN(CC1)C1=CC=C(C=C1)C1C(NC(CC1)=O)=O 3-[4-(4-piperazin-1-yl-1-piperidinyl)phenyl]piperidine-2,6-dione